CCO[Ti](OCC)(OCC)OCC tetra-2-ethyloxytitanium